CC1=CC(=CC=C1)N(C2=CC=CC=C2)C3=CC=C(C=C3)N(C4=CC=C(C=C4)N(C5=CC=CC=C5)C6=CC=CC(=C6)C)C7=CC=C(C=C7)N(C8=CC=CC=C8)C9=CC=CC(=C9)C 4,4',4''-Tris(N-3-METHYLPHENYL-N-phenyl-amino)-triphenylamine